2-(4-(4-(1,8-naphthyridin-2-yl)butoxy)piperidin-1-yl)-2-phenylacetic acid methyl ester COC(C(C1=CC=CC=C1)N1CCC(CC1)OCCCCC1=NC2=NC=CC=C2C=C1)=O